5-(4-((tert-butyldimethylsilyl)oxy)piperidin-1-yl)-2-morpholinooxazolo[4,5-b]pyridin-6-amine [Si](C)(C)(C(C)(C)C)OC1CCN(CC1)C1=C(C=C2C(=N1)N=C(O2)N2CCOCC2)N